CC=1N(C(=CC1)C)C=1C=CC(=NC1)C1=NC=CC=C1 5-(2,5-dimethyl-1H-pyrrol-1-yl)-2,2'-bipyridine